C[C@](C(=O)OC(C)C1=NN(C2=C3C(=C(C=C12)OC)C=CC=C3)C3=CC=CC=C3)(C(C)C)O 1-(5-methoxy-1-phenyl-1H-benzo[g]indazol-3-yl)ethan-1-ol Methyl-(R)-2-hydroxy-3-methylbutanoate